methyl 2-(1-tert-butoxycarbonyl-3,6-dihydro-2H-pyridin-5-yl)-1-(cyclopropylmethyl)-7-(2-ethyl-6-methyl-3-pyridyl)-3-fluoro-indole-5-carboxylate C(C)(C)(C)OC(=O)N1CCC=C(C1)C=1N(C2=C(C=C(C=C2C1F)C(=O)OC)C=1C(=NC(=CC1)C)CC)CC1CC1